3-[({4-[7-(aminocarbonyl)-2H-indazol-2-yl]benzyl}amino)carbonyl]azetidinium trifluoroacetate FC(C(=O)[O-])(F)F.NC(=O)C1=CC=CC2=CN(N=C12)C1=CC=C(CNC(=O)C2C[NH2+]C2)C=C1